1-(cyclopropylsulfonyl)-4-(4-(4,4,5,5-tetramethyl-1,3,2-dioxaborolan-2-yl)-1H-pyrazole-1-yl)piperidine C1(CC1)S(=O)(=O)N1CCC(CC1)N1N=CC(=C1)B1OC(C(O1)(C)C)(C)C